C(C)(C)(C)NC(C)(C)C ditertbutylamine